(1-(4-bromothiazol-2-yl)-3-(2-chloroacetamido)propyl)carbamic acid tert-butyl ester C(C)(C)(C)OC(NC(CCNC(CCl)=O)C=1SC=C(N1)Br)=O